[Si](C)(C)(C(C)(C)C)OCC1(C(CCN(C2=C1C=C(C=C2)Cl)S(=O)(=O)C2=CC=C(C=C2)C)(F)F)O 5-{[(Tert-butyldimethylsilyl)oxy]methyl}-7-chloro-4,4-difluoro-1-(4-methylbenzenesulfonyl)-2,3,4,5-tetrahydro-1H-1-benzazepin-5-ol